ClC=1C(=CC(=C(C1)S(=O)(=O)NC=1SC=CN1)F)N1CC(CC1)CO 5-chloro-2-fluoro-4-(3-(hydroxymethyl)pyrrolidin-1-yl)-N-(thiazol-2-yl)benzenesulfonamide